BrC1=C(C(=CC2=C1NC(O2)=O)NC(C2=CC(=CC(=C2)C(F)(F)F)F)=O)C(C2=C(C=CC(=C2)F)Cl)=O N-(4-bromo-5-(2-chloro-5-fluorobenzoyl)-2-oxo-2,3-dihydrobenzo[d]oxazol-6-yl)-3-fluoro-5-(trifluoromethyl)benzamide